titanium (IV) tetrabutoxide [O-]CCCC.[O-]CCCC.[O-]CCCC.[O-]CCCC.[Ti+4]